N1(CCOCC1)C1=NC2=C(N=CC=C2C(=C1)C=1C=C(C=CC1)CO)C1=CC=NN1 {3-[2-(morpholin-4-yl)-8-(1H-pyrazol-5-yl)-1,7-naphthyridin-4-yl]phenyl}methanol